CN1C(N=C(C2=CC(=CC=C12)NC1=CC=C(C=C1)N1CCC(CC1)C(F)(F)F)C)=O 1,4-Dimethyl-6-((4-(4-(trifluoromethyl)piperidin-1-yl)phenyl)amino)quinazolin-2(1H)-one